4,5-Dichloro-2-hydroxybenzenesulfonyl chloride ClC1=CC(=C(C=C1Cl)S(=O)(=O)Cl)O